(R)-N-(5-(benzo[d]isoxazol-3-yl)-4-cyclobutyl-1-methyl-1H-pyrazol-3-yl)-2-(2,2,3,3-tetrafluorocyclobutyl)acetamide O1N=C(C2=C1C=CC=C2)C2=C(C(=NN2C)NC(C[C@H]2C(C(C2)(F)F)(F)F)=O)C2CCC2